FC(C1=NN(C=C1CO)C=1C=NC(=CC1)C(F)(F)F)(F)F [3-(trifluoromethyl)-1-[6-(trifluoromethyl)pyridin-3-yl]-1H-pyrazol-4-yl]methanol